C(C)OC(C(ON1[C@@H]2C=C([C@H](N(C1=O)C2)C(NCC2=NC=CN=C2)=O)C)F)=O 2-fluoro-2-(((2S,5R)-3-methyl-7-oxo-2-((pyrazin-2-ylmethyl)carbamoyl)-1,6-diazabicyclo[3.2.1]Oct-3-en-6-yl)oxy)acetic acid ethyl ester